4-(chlorosulfonyl)benzenesulfonyl fluoride ClS(=O)(=O)C1=CC=C(C=C1)S(=O)(=O)F